FC(CCC1=NC=2CCCCC2C(N1)=O)(F)F 2-(3,3,3-Trifluoropropyl)-5,6,7,8-tetrahydroquinazolin-4(3H)-one